(E)-1-(3-aminophenyl)-3-(4-hydroxy-2-methoxyphenyl)prop-2-en-1-one NC=1C=C(C=CC1)C(\C=C\C1=C(C=C(C=C1)O)OC)=O